OCC1(CCC1)NC(=O)C1=C(SC2=C1C=C(C=C2)OCC=2C(=NC=CC2)O)C N-[1-(hydroxymethyl)cyclobutyl]-5-[(2-hydroxypyridin-3-yl)methoxy]-2-methyl-1-benzothiophene-3-carboxamide